ClC1=C(C=C2C=C(N=CC2=C1)NC(=O)[C@@H]1[C@H](C1)C1=NN(C=C1)C)C1CCN(CC1)[C@@]1(COC[C@@H]1O)C (1S,2S)-N-(7-chloro-6-(1-((3R,4R)-4-hydroxy-3-methyltetrahydrofuran-3-yl)piperidin-4-yl)isoquinolin-3-yl)-2-(1-methyl-1H-pyrazol-3-yl)cyclopropane-1-carboxamide